N-(3-bromo-5-(methylsulfonamido)phenyl)-4-(pyrimidin-2-yl)thiophene-2-carboxamide BrC=1C=C(C=C(C1)NS(=O)(=O)C)NC(=O)C=1SC=C(C1)C1=NC=CC=N1